tert-butyl-(S)-(3-(4-(bis(2-chloroethyl)amino)phenyl)-1-oxo-1-(prop-2-yn-1-ylamino)propan-2-yl)carbamate C(C)(C)(C)OC(N[C@H](C(NCC#C)=O)CC1=CC=C(C=C1)N(CCCl)CCCl)=O